C=C=C propanediene